5-isopropyl-2-(4-nitro-1,3-dioxo-2-propionamido-2,3-dihydro-1H-inden-2-yl)phenyl propionate C(CC)(=O)OC1=C(C=CC(=C1)C(C)C)C1(C(C2=CC=CC(=C2C1=O)[N+](=O)[O-])=O)NC(CC)=O